CC=1N=C(C2=C(N1)OC=C2C(=O)NCC2CCO2)NC2(CC2)C methyl-4-[(1-methylcyclopropyl)amino]-N-(oxetan-4-ylmethyl)furo[2,3-d]pyrimidine-5-carboxamide